3-[(2,1,3-benzothiadiazol-4-yl)methyl]-4-methyl-2,3-dihydro-1,3-oxazol-2-imine hydrobromide Br.N=1SN=C2C1C=CC=C2CN2C(OC=C2C)=N